S1C=CC2=C1C=CC=C2 Benzothiophen